N,2-dimethyl-N-(3,4-methylenedioxyphenyl)quinolin-4-amine CN(C1=CC(=NC2=CC=CC=C12)C)C1=CC2=C(C=C1)OCO2